N=1C=C(N2N=CC=CC21)C#CC=2C=C(C(=O)NC1=CC(=C(C=C1)CNCCN1CCN(CC1)S(=O)(=O)C)C(F)(F)F)C=CC2C 3-(imidazo[1,2-b]pyridazin-3-ylethynyl)-4-methyl-N-(4-(((2-(4-(methylsulfonyl)piperazin-1-yl)ethyl)amino)methyl)-3-(trifluoromethyl)phenyl)benzamide